4,5,6,7-tetrahydropyrazolo[1,5-a]pyridine-3-sulfonyl chloride N1=CC(=C2N1CCCC2)S(=O)(=O)Cl